N-(1-(2-hydroxyethyl)-2-oxopyrrolidin-3-yl)-2-methyl-5-(pyridin-2-ylmethoxy)benzofuran-3-carboxamide OCCN1C(C(CC1)NC(=O)C1=C(OC2=C1C=C(C=C2)OCC2=NC=CC=C2)C)=O